The molecule is a glycoglycerolipid that consists of 3-[alpha-D-galactosyl-(1->6)-beta-D-galactosyl]-sn-glycerol in which the glycerol portion is acylated at position 2 by an octanoyl group. It is a glycoglycerolipid and a disaccharide derivative. CCCCCCCC(=O)O[C@H](CO)CO[C@H]1[C@@H]([C@H]([C@H]([C@H](O1)CO[C@@H]2[C@@H]([C@H]([C@H]([C@H](O2)CO)O)O)O)O)O)O